benzyl-ethyl-aluminum hydride C(C1=CC=CC=C1)[AlH]CC